4-ethylpyridine-3-carboxylic acid C(C)C1=C(C=NC=C1)C(=O)O